3-chloro-4-nitrophenol ClC=1C=C(C=CC1[N+](=O)[O-])O